C1=CC=CC2=CC3=CC=CC=C3C(=C12)C1=C(C(=C2C=CC=CC2=C1)C=1C(=C(C=C2C=CC=CC12)C=1C2=CC=CC=C2C=C2C=CC=CC12)O)O (S)-3,3'-di(anthracen-9-yl)-[1,1'-binaphthalene]-2,2'-diol